(Z)-2-Fluoro-3-(7-fluoro-1H-indazol-6-yl)-N-(5-fluoro-2,4-dimethylpyridin-3-yl)acrylamide F\C(\C(=O)NC=1C(=NC=C(C1C)F)C)=C/C1=CC=C2C=NNC2=C1F